C[Si](C#CCCCCCCCCCCCCOCCCOC1OCCCC1)(C)C trimethyl-[14-(3-tetrahydropyran-2-yloxypropoxy)tetradec-1-ynyl]silane